NC=1C=C(C=CC1)C1=CC(=CC=C1C)C1=NN(C(=C1CC1=CC=C(C=C1)S(N)(=O)=O)C1CC1)C=1SC=C(N1)C(=O)O 2-(3-(3'-amino-6-methyl-[1,1'-biphenyl]-3-yl)-5-cyclopropyl-4-(4-sulfamoylbenzyl)-1H-pyrazol-1-yl)thiazole-4-carboxylic acid